Tri(4-methyl-3-hexyl) citrate C(CC(O)(C(=O)OC(CC)C(CC)C)CC(=O)OC(CC)C(CC)C)(=O)OC(CC)C(CC)C